C(C1=CC=CC=C1)C1=NN=C(O1)C(=O)N[C@H]1[C@@H]2[C@H](C3=C(NC1=O)C(=CC(=C3)F)F)C2 5-benzyl-N-((1aS,2S,8bR)-5,7-difluoro-3-oxo-1,1a,2,3,4,8b-hexahydrobenzo[b]cyclopropa[d]azepin-2-yl)-1,3,4-oxadiazole-2-carboxamide